The molecule is an L-alpha-amino acid zwitterion obtained by transfer of a proton from the carboxy to the amino group of S-allylcysteine. Major species at pH 7.3. It has a role as a metabolite. It is a tautomer of a S-allylcysteine. C=CCSC[C@@H](C(=O)[O-])[NH3+]